5-amino-N-(2,6-difluorobenzyl)-N-(1,3-dimethoxypropan-2-yl)-6,8-dihydro-1H-furo[3,4-d]pyrrolo[3,2-b]pyridine-2-carboxamide NC1=C2C(=C3C(=N1)C=C(N3)C(=O)N(C(COC)COC)CC3=C(C=CC=C3F)F)COC2